3-((6-(acrylamidomethyl)-4-(4-(trifluoromethyl)-phenyl)-4,5,6,7-tetrahydro-2H-pyrazolo[4,3-b]pyridin-2-yl)methyl)acrylamide C(C=C)(=O)NCC1CC=2C(N(C1)C1=CC=C(C=C1)C(F)(F)F)=CN(N2)CC=CC(=O)N